C(C)(C)(C)N(C(O)=O)CCC#C.C[C@H]1C[C@@H](OCC1)C=C(C)C |r| (2RS,4RS)-4-methyl-2-(2-methyl-1-propen-1-yl)tetrahydro-2H-pyran tert-butyl-but-3-yn-1-ylcarbamate